NCCN1CCN(CC1)CCN bis-(2-aminoethyl)piperazine